1-[4-[1-[2-[2-bromo-4-(1-hydroxy-1-methyl-ethyl)phenoxy]-2-methyl-propyl]azetidin-3-yl]oxy-1-piperidyl]-2,2,2-trifluoro-ethanone BrC1=C(OC(CN2CC(C2)OC2CCN(CC2)C(C(F)(F)F)=O)(C)C)C=CC(=C1)C(C)(C)O